FC(C1=CC(=C(C#N)C=C1)NC=1C(=NC=CC1)C)F 4-(difluoromethyl)-2-((2-methylpyridin-3-yl)amino)benzonitrile